2-(4-(2-amino-6-chlorophenoxy)phenyl)-4-(2,6-difluorobenzyl)-2,4-dihydro-3H-1,2,4-triazol-3-one NC1=C(OC2=CC=C(C=C2)N2N=CN(C2=O)CC2=C(C=CC=C2F)F)C(=CC=C1)Cl